COC(C1=CC=C(C=C1)C=1NC=C(N1)C(F)(F)F)=O.OC1=CC=C(C(=O)NNCC2=CC=C(C=C2)OC)C=C1 4-hydroxy-N'-(4-methoxybenzyl)benzoylhydrazine methyl-4-(4-(trifluoromethyl)-1H-imidazol-2-yl)benzoate